Cl.CC1(CCNCC1)C#N 4-Methylpiperidine-4-carbonitrile hydrochloride